O1CCOC12CCC(CC2)CC(S(=O)(=O)[O-])C 1,4-dioxaspiro[4.5]decan-8-ylmethylmethylmethanesulfonate